6-ethyl-octen C(C)C(CCCC=C)CC